ClC=1C=C(N)C=CC1S(=O)(=O)N1CCN(CC1)C=1SC=C(N1)C(F)(F)F 3-chloro-4-((4-(4-(trifluoromethyl)thiazol-2-yl)piperazin-1-yl)sulfonyl)aniline